ClC=1C=C2C=C(NC2=CC1C1=CN=CO1)CNC(C)=O N-{[5-chloro-6-(1,3-oxazol-5-yl)-2-indolyl]methyl}acetamide